[Au+3].CC(P(C)C)(C)C Trimethyl(trimethylphosphine) gold (III)